C(C1=CC=CC=C1)OC(=O)N[C@H](C(=O)N[C@H](C(=O)OC)C[C@H]1C(NCCC1)=O)CC(C)C Methyl (S)-2-((S)-2-(((benzyloxy)carbonyl)amino)-4-methylpentanamido)-3-((S)-2-oxopiperidin-3-yl)propanoate